ClC=1C=2N(C=C(C1)S(=O)(=O)Cl)C(=CN2)C=2SC(=NN2)C(F)F 8-chloro-3-(5-(difluoromethyl)-1,3,4-thiadiazol-2-yl)imidazo[1,2-a]pyridine-6-sulfonyl chloride